COC bismethylether